C(=O)(C=C)C(CO)(C(C=CC1=CC=CC=C1)=O)O acryl-cinnamoyl-ethylene glycol